C(OCC1=CC=C(C=C1)NC(CNC(COCCOCCOCCOCCOCCOCCN=[N+]=[N-])=O)=O)(ON1C(CCC1=O)=O)=O 4-(23-azido-4-oxo-6,9,12,15,18,21-hexaoxa-3-azatricosanamido)benzyl (2,5-dioxopyrrolidin-1-yl) carbonate